tert-butyl 4-(4-(3'-chloro-5-fluoro-2-methoxy-4'-(1-methyl-5-oxo-1H-1,2,4-triazol-4(5H)-yl)-[1,1'-biphenyl]-3-yl)pyridin-2-yl)piperazine-1-carboxylate ClC=1C=C(C=CC1N1C=NN(C1=O)C)C1=C(C(=CC(=C1)F)C1=CC(=NC=C1)N1CCN(CC1)C(=O)OC(C)(C)C)OC